N[C@H]1[C@H](CN(C1)CCN(C)C)NC(OCC(Cl)(Cl)Cl)=O 2,2,2-trichloroethyl ((3S,4R)-4-amino-1-(2-(dimethylamino) ethyl)pyrrolidin-3-yl)carbamate